4-(hydroxymethyl)styrene OCC1=CC=C(C=C)C=C1